2-(3,5-dimethoxyphenyl)-3-iodoquinolin COC=1C=C(C=C(C1)OC)C1=NC2=CC=CC=C2C=C1I